2-(benzofuran-2-yl)-6,6,9-trimethyl-3-pentyl-6H-benzo[c]chromen-1-ol O1C(=CC2=C1C=CC=C2)C2=C(C=1C3=C(C(OC1C=C2CCCCC)(C)C)C=CC(=C3)C)O